ClC1=C2C(=NC=C1)NC(=C2)C2=CC(=NC(=C2)F)F 4-chloro-2-(2,6-difluoropyridin-4-yl)-1H-pyrrolo[2,3-b]pyridine